2-(2,5-difluoro-4-(2-methyl-2-(4-(trifluoromethyl)phenyl)benzo[d][1,3]dioxol-4-yl)benzyl)-1-(((S)-oxetan-2-yl)methyl)-1H-benzo[d]imidazole-6-carboxylic acid FC1=C(CC2=NC3=C(N2C[C@H]2OCC2)C=C(C=C3)C(=O)O)C=C(C(=C1)C1=CC=CC=3OC(OC31)(C3=CC=C(C=C3)C(F)(F)F)C)F